ClC1=C(N)C=CC(=C1)N 2-chloro-4-aminoaniline